[Ir+3].C(C(C)(C)C)(=O)CC(C(C)(C)C)=O (di-pivaloylmethane) iridium (III)